chlorine lanthanum carbonate C([O-])([O-])=O.[La+3].[Cl+].C([O-])([O-])=O